ClC1=C(OCN2C(C3=CC=CC=C3CC2)=O)C=CC(=C1)C(F)(F)F ((2-chloro-4-(trifluoromethyl)phenoxy)methyl)-3,4-dihydroisoquinolin-1(2H)-one